2-((6-bromo-[1,2,4]triazolo[1,5-a]pyridin-8-yl)oxy)ethylacetate BrC=1C=C(C=2N(C1)N=CN2)OCCOC(C)=O